[1-14C]-palmitate [14C](CCCCCCCCCCCCCCC)(=O)[O-]